C(=O)C=1C=CC(=NC1)OCCCN(C(OC(C)(C)C)=O)C tert-butyl (3-((5-formylpyridin-2-yl)oxy)propyl)(methyl)carbamate